(S)-2-((4-((2-hydroxy-1-phenylethyl)amino)-5-(3-morpholino-1,2,4-oxadiazol-5-yl)pyridin-2-yl)amino)-7,7-dimethylfuro[3,4-d]pyrimidin-5(7H)-one OC[C@H](C1=CC=CC=C1)NC1=CC(=NC=C1C1=NC(=NO1)N1CCOCC1)NC=1N=CC2=C(N1)C(OC2=O)(C)C